(2-Amino-4,5-dimethylthiophen-3-yl)(4-bromophenyl)methanone NC=1SC(=C(C1C(=O)C1=CC=C(C=C1)Br)C)C